cesium lead iodide [Pb](I)I.[Cs]